carbamoyl-O-(tert-butyl)-L-serine C(N)(=O)N[C@@H](COC(C)(C)C)C(=O)O